5-methyl-4-oxo-3-(1-propyl-1H-pyrazol-4-yl)-4,5-dihydro-3H-pyrrolo[2,3-c]quinolin-1-yl-carbamic acid 3,5-dichlorobenzyl ester ClC=1C=C(COC(NC2=CN(C=3C(N(C=4C=CC=CC4C32)C)=O)C=3C=NN(C3)CCC)=O)C=C(C1)Cl